C(C)(C)N1N=C(C2=CC=CC=C2C1=O)C=1C=C(C=CC1)CCS(=O)(=O)N (3-(3-isopropyl-4-oxo-3,4-dihydro-phthalazin-1-yl)phenyl)ethylsulphonamide